(S)-2-(4-(2-(6-fluoro-1H-indol-3-yl)acetyl)morpholin-2-yl)acetonitrile FC1=CC=C2C(=CNC2=C1)CC(=O)N1C[C@@H](OCC1)CC#N